[1-(4-{[(2-chlorophenyl) acetyl] amino}-2-[(2,4-dimethoxybenzyl) sulfamoyl] phenyl)-1H-pyrazol-4-yl] carbamate C(N)(OC=1C=NN(C1)C1=C(C=C(C=C1)NC(CC1=C(C=CC=C1)Cl)=O)S(NCC1=C(C=C(C=C1)OC)OC)(=O)=O)=O